ClC=1C=NC(=C(C(=O)NC2CCC(CC2)CN2C(N(C3=C2C=CC=C3)C3=C(C=CC=C3)[N+](=O)[O-])=O)C1)C 5-chloro-2-methyl-N-((1r,4r)-4-((3-(2-nitrophenyl)-2-oxo-2,3-dihydro-1H-benzo[d]imidazol-1-yl)methyl)cyclohexyl)nicotinamide